(M)-7-(5-chloro-2-fluoro-phenyl)-4-[(2S,5R)-2,5-dimethyl-4-prop-2-enoyl-piperazin-1-yl]-6-fluoro-1-(2-isopropyl-4-methyl-3-pyridyl)pyrido[2,3-d]pyrimidin-2-one ClC=1C=CC(=C(C1)C=1C(=CC2=C(N(C(N=C2N2[C@H](CN([C@@H](C2)C)C(C=C)=O)C)=O)C=2C(=NC=CC2C)C(C)C)N1)F)F